benzyl N-[3-[3-[3-fluoro-5-(1-hydroxyethyl)-4-methyl-phenyl]-1-tetrahydropyran-2-yl-indazol-5-yl]oxypropyl]carbamate FC=1C=C(C=C(C1C)C(C)O)C1=NN(C2=CC=C(C=C12)OCCCNC(OCC1=CC=CC=C1)=O)C1OCCCC1